C1(CC1)N1N=CC2=CC=C(C=C12)N Cyclopropyl-1H-indazol-6-amine